2-(9,9-diphenyl-9H-fluoren-2-yl)-7-iodo-9-phenyl-9H-carbazole C1(=CC=CC=C1)C1(C2=CC=CC=C2C=2C=CC(=CC12)C1=CC=2N(C3=CC(=CC=C3C2C=C1)I)C1=CC=CC=C1)C1=CC=CC=C1